perfluoro-2,2-dimethyl-1,3-dioxolane FC1(OC(OC1(F)F)(C(F)(F)F)C(F)(F)F)F